3-FORMYL-1H-INDAZOLE-6-CARBOXYLIC ACID C(=O)C1=NNC2=CC(=CC=C12)C(=O)O